O=C1N(C(C2=CC=CC=C12)=O)CC1=CC2=C(N=N1)CCN(C2)C(=O)OC(C)(C)C tert-butyl 3-((1,3-dioxoisoindolin-2-yl) methyl)-7,8-dihydropyrido[4,3-c]pyridazine-6(5H)-carboxylate